2-methyl-4-((3,4,5-trimethoxyphenyl)ethynyl)quinazoline CC1=NC2=CC=CC=C2C(=N1)C#CC1=CC(=C(C(=C1)OC)OC)OC